[Si](C)(C)(C(C)(C)C)OCC1CNC(O1)=O 5-(((tert-butyldimethylsilyl)oxy)methyl)oxazolidine-2-one